3-(4-fluorophenyl)-4-methyl-2-(4-((S)-2-((R)-3-methylpyrrolidin-1-yl)propoxy)phenyl)-2H-benzopyran-6-ol FC1=CC=C(C=C1)C=1C(OC2=C(C1C)C=C(C=C2)O)C2=CC=C(C=C2)OC[C@H](C)N2C[C@@H](CC2)C